C(#N)C1=NC(=NC(=C1)NC1=CC(=CC(=C1)OC)OC)N1N=CC(=C1N)C(=O)OC(C)(C)C tert-butyl 1-{4-cyano-6-[(3,5-dimethoxyphenyl) amino] pyrimidin-2-yl}-5-amino-1H-pyrazole-4-carboxylate